1-methyl-N-tetrahydropyran-4-yl-4-(4,4,5,5-tetramethyl-1,3,2-dioxaborolan-2-yl)pyrazol-3-amine CN1N=C(C(=C1)B1OC(C(O1)(C)C)(C)C)NC1CCOCC1